CN1C(=NC2=C1C=CC=C2)COC2=CC=C(C=C2)C2=NN(C=C2C2=CC=NC=C2)C 1-methyl-2-[4-(1-methyl-4-pyridin-4-yl-1H-pyrazol-3-yl)-phenoxymethyl]-1H-benzimidazole